2,6-diethyl-3,5-difluorobenzyl (1R)-trans-3-[(E)-(2-methoxycarbonyl-1-propenyl)]-2,2-dimethylcyclopropanecarboxylate COC(=O)/C(=C/[C@H]1C([C@@H]1C(=O)OCC1=C(C(=CC(=C1CC)F)F)CC)(C)C)/C